ClC=1C(=CC2=C(C[C@@](O2)([C@H]2NCC3(CC3)C2)C2=CC=CC=C2)C1C=1C(=CC2=C(OCCO2)C1F)C(=O)N)F (S)-7-((S)-5-Chloro-6-fluoro-2-phenyl-2-((S)-5-azaspiro[2.4]heptan-6-yl)-2,3-dihydrobenzofuran-4-yl)-8-fluoro-2,3-dihydrobenzo[b][1,4]dioxine-6-carboxamide